6-((1S,7S)-2,2-difluoro-7-hydroxycycloheptyl)-2-(methylthio)-4-(1H-pyrazol-1-yl)-6,7-dihydro-5H-pyrrolo[3,4-d]pyrimidin-5-one FC1([C@H]([C@H](CCCC1)O)N1CC=2N=C(N=C(C2C1=O)N1N=CC=C1)SC)F